FC1CCN(CC1)C1=NC(=CC(=C1)C=1OC(=NN1)C1=C(C=C(C=C1)I)N1CCC2(CC2)CC1)C 2-(2-(4-fluoropiperidin-1-yl)-6-methylpyridine-4-yl)-5-(4-iodo-2-(6-azaspiro[2.5]octan-6-yl)phenyl)-1,3,4-oxadiazole